Cl.CN1N=CC2=CC(=CC=C12)C=1C=CC(=C(C1)O)C1=CN=C(N=N1)N1CC(CC1)NC(C)C 5-(1-methyl-1H-indazol-5-yl)-2-(3-{3-[(prop-2-yl)amino]pyrrolidin-1-yl}-1,2,4-triazin-6-yl)phenol hydrochloride